FC(C)(F)C1=C(C=O)C=CC=C1 (1,1-difluoro)ethylbenzaldehyde